ClC1=NC=C(C(=O)OC)C(=C1F)C methyl 6-chloro-5-fluoro-4-methylnicotinate